NCC1=CN(C(O1)=O)C(C)C=1C=CC=C2C(=C(NC12)C(=O)O)C1=CC(=C(C=C1)CS(=O)(=O)C)F 7-(1-(5-(Aminomethyl)-2-oxooxazol-3(2H)-yl)ethyl)-3-(3-fluoro-4-((methylsulfonyl)methyl)phenyl)-1H-indole-2-carboxylic acid